N1(CCCCC1)C1CCN(CC1)C1=C(C=NC2=CC=C(C=C12)C)S(=O)(=O)C1=CC=C(C=C1)CC 4-([1,4'-bipiperidin]-1'-yl)-3-((4-ethylphenyl)sulfonyl)-6-methylquinoline